FC(C)(F)C1=NC(=CC(=N1)NC1=CC(=NC=C1OCC1=NC=CC=C1)NC(C)=O)C(C)C N-(4-((2-(1,1-difluoroethyl)-6-isopropylpyrimidin-4-yl)amino)-5-(pyridin-2-ylmethoxy)pyridin-2-yl)acetamide